C1=CC=CC2=CC=CC=C12.[Na] Natrium Naphthalin